ClC=1C(N(C(=CC1OC(C)C1=NC=C(C=C1F)F)C)C1=CC(=NC=C1C)C=1N=C(SC1)C(C)(C)O)=O 3-Chloro-4-(1-(3,5-difluoropyridin-2-yl)ethoxy)-2'-(2-(2-hydroxypropan-2-yl)thiazol-4-yl)-5',6-dimethyl-2H-[1,4'-bipyridin]-2-one